[6-(4,4,5,5-tetramethyl-1,3,2-dioxaborolan-2-yl)quinazolin-2-yl]aminopiperidine-1-carboxylate CC1(OB(OC1(C)C)C=1C=C2C=NC(=NC2=CC1)NC1N(CCCC1)C(=O)[O-])C